tert-Butyl (4-bromo-7-chloro-3-cyanothieno[3,2-c]pyridin-2-yl)carbamate BrC1=NC=C(C2=C1C(=C(S2)NC(OC(C)(C)C)=O)C#N)Cl